BrC=1C(=CC(=C(C(=O)NC(NC2=C(C=CC=C2)C(F)(F)F)=O)C1)F)C1CC1 5-Bromo-4-cyclopropyl-2-fluoro-N-((2-(trifluoromethyl)phenyl)carbamoyl)benzamide